9-(pyridin-2-yl)-6-oxaspiro[4.5]decane-9-carboxylic acid methyl ester COC(=O)C1(CCOC2(CCCC2)C1)C1=NC=CC=C1